racemic-1,1,1-trifluoro-2-propanol FC([C@@H](C)O)(F)F |r|